(S)-3-cyclopropyl-2-(3-(2-(3-fluoroazetidin-1-yl)ethyl)-4-methyl-6-oxopyridazin-1(6H)-yl)propionic acid C1(CC1)C[C@@H](C(=O)O)N1N=C(C(=CC1=O)C)CCN1CC(C1)F